C[C@@H]([C@H]1CC[C@@H]2[C@@]1(CC[C@H]3[C@H]2COC(=O)[C@@H]4[C@@]3(C[C@H]([C@H](C4)O)O)C)C)[C@H]([C@@H]([C@@H](C)C(C)C)O[C@@H]5[C@@H]([C@H]([C@@H]([C@H](O5)CO)O)O)O)O The molecule is a brassinosteroid that is brassinolide carrying an alpha-D-glucosyl residue at position O-23. It has a role as a plant metabolite. It is an alpha-D-glucoside, a 2alpha-hydroxy steroid, a 22-hydroxy steroid, a 3alpha-hydroxy steroid, a brassinosteroid and a steroid saponin. It derives from a brassinolide.